ClC=1C(=C(C=C(C1)F)[C@H](CO)NC([C@H](C(C)C)O)=O)COC1=CC=C(C=C1)OC (S)-N-((R)-1-(3-chloro-5-fluoro-2-((4-methoxyphenoxy)methyl)phenyl)-2-hydroxyethyl)-2-hydroxy-3-methylbutanamide